ClC=1C=C(C(=O)N2CC=3N(CC2)C(N(C3C(=O)NCC=3C=NC=CC3)C3=CC=C(C=C3)OC)=O)C=CC1Cl 7-(3,4-dichlorobenzoyl)-2-(4-methoxyphenyl)-3-oxo-N-(3-pyridylmethyl)-6,8-dihydro-5H-imidazo[1,5-a]pyrazine-1-carboxamide